C(C)(=O)[O-].C1(=CC=CC=C1)CC[NH3+] Phenylethylammonium Acetate